FC1=C(C(=C(C(=O)NC2=NC(=CC=C2)C(=O)C2CCN(CC2)C)C=C1)F)F trifluoro-N-[6-(1-methyl-piperidine-4-carbonyl)-pyridin-2-yl]-benzamide